4-(2-chloro-4-nitrophenoxy)-3-iodo-1-(4-methoxybenzyl)-1H-pyrido[3,4-b]pyridine ClC1=C(OC=2C3=C(N(CC2I)CC2=CC=C(C=C2)OC)C=NC=C3)C=CC(=C1)[N+](=O)[O-]